tert-butyl 4-(4-((5-chloro-4-(methylamino)pyrimidin-2-yl)amino)-3-methoxybenzoyl)piperazine-1-carboxylate ClC=1C(=NC(=NC1)NC1=C(C=C(C(=O)N2CCN(CC2)C(=O)OC(C)(C)C)C=C1)OC)NC